(3-(3,3-Difluoropyrrolidine-1-carbonyl)quinolin-8-yl)boronic acid FC1(CN(CC1)C(=O)C=1C=NC2=C(C=CC=C2C1)B(O)O)F